C(C)(C)(C)OC(=O)N1CC=2C=NC(=C(C2C1)C)C 6,7-dimethyl-1,3-dihydro-pyrrolo[3,4-c]pyridine-2-carboxylic acid tert-butyl ester